CC=1C=NN2C1C(NC1=CC(=CC=C21)C(=O)OC)=O methyl 3-methyl-4-oxo-4,5-dihydropyrazolo[1,5-a]quinoxaline-7-carboxylate